NC1=NNC2=C(C=C(C=C12)C1=CC(=NC=C1)NC(OC)=O)C#CCN1CCOCC1 methyl (4-(3-amino-7-(3-morpholinoprop-1-yn-1-yl)-1H-indazol-5-yl)pyridin-2-yl)carbamate